4-(2-(hydroxymethyl)-6-(4-methoxy-3-propoxyphenyl)pyridin-4-yl)-1,2-oxaborolan-2-ol OCC1=NC(=CC(=C1)C1CB(OC1)O)C1=CC(=C(C=C1)OC)OCCC